FC1(C(C1)C(=O)N1C[C@H]([C@H](C1)F)NC(C1=C(C(=CC=C1)F)C)=O)F N-[(3R,4S)-1-(2,2-difluorocyclopropanecarbonyl)-4-fluoropyrrolidin-3-yl]-3-fluoro-2-methylbenzamide